(R)-4-(4-((1-(3-(difluoro(piperidin-4-yl)methyl)phenyl)ethyl)amino)-8-(hex-5-en-1-yl)-7-oxo-7,8-dihydropyrido[2,3-d]pyrimidin-6-yl)tetrahydro-2H-pyran-4-carbonitrile FC(C=1C=C(C=CC1)[C@@H](C)NC=1C2=C(N=CN1)N(C(C(=C2)C2(CCOCC2)C#N)=O)CCCCC=C)(C2CCNCC2)F